C[Si](OC=CC(O)(C)C)(C)C trimethylsiloxyvinyldimethylmethanol